NC1=NN=C(S1)CC(=O)N(C)C 2-(5-amino-1,3,4-thiadiazol-2-yl)-N,N-dimethylacetamide